butyltriphenylphosphonium hexafluorophosphate F[P-](F)(F)(F)(F)F.C(CCC)[P+](C1=CC=CC=C1)(C1=CC=CC=C1)C1=CC=CC=C1